ClC1=CC=C(C=C1)[C@H](CC1=NOC(=N1)CN1C(N(C(=C(C1=O)C#N)C)C)=O)O 3-({3-[(2S)-2-(4-chlorophenyl)-2-hydroxyethyl]-1,2,4-oxadiazol-5-yl}methyl)-1,6-dimethyl-2,4-dioxo-1,2,3,4-tetrahydropyrimidine-5-carbonitrile